CN(C1(CCC2(CN(C(N2)=O)CC2=CC(=CC=C2)S(=O)(=O)C)CC1)C1=CC=CC=C1)C cis-8-dimethylamino-3-[(3-methylsulfonyl-phenyl)-methyl]-8-phenyl-1,3-diazaspiro[4.5]decan-2-one